[2H]C1(CC2(C1)CCC2)C(=O)O 2-deutero-spiro[3.3]heptane-2-carboxylic acid